ClC=1C=C(C=CC1)[C@@H]1[C@H](C1)C(=O)NC1=NC=CC(=C1)NCC=1N=C2N(C=C(C=C2N2C3CCC(C2=O)C3)C3CC3)C1 (1S,2S)-2-(3-chlorophenyl)-N-(4-(((6-cyclopropyl-8-(3-oxo-2-azabicyclo[2.2.1]heptan-2-yl)imidazo[1,2-a]pyridin-2-yl)methyl)amino)pyridin-2-yl)cyclopropane-1-carboxamide